1-(6-bromo-2-methoxyquinolin-3-yl)-1-(2,3-dihydrobenzo[b][1,4]dioxin-5-yl)-2-(2,6-dimethoxypyridin-4-yl)-4-(methylamino)butan-2-ol BrC=1C=C2C=C(C(=NC2=CC1)OC)C(C(CCNC)(O)C1=CC(=NC(=C1)OC)OC)C1=CC=CC=2OCCOC21